N'-(3,5-dimethylphenyl)-1,1-cyclopropanedicarboxamide CC=1C=C(C=C(C1)C)NC(=O)C1(CC1)C(=O)N